2-{4-[(2-{3-[(6-methanesulfonylpyridin-3-yl)amino]prop-1-yn-1-yl}-1-(2,2,2-trifluoroethyl)-1H-indol-4-yl)amino]piperidin-1-yl}-N,N-dimethylacetamide CS(=O)(=O)C1=CC=C(C=N1)NCC#CC=1N(C2=CC=CC(=C2C1)NC1CCN(CC1)CC(=O)N(C)C)CC(F)(F)F